C1(CC1)NC1=C(C=CC(=C1)C(=O)OC)[C@H]1N(CCCC1)CC1=C2C=CN(C2=C(C=C1OC)C)C(=O)OC(C)(C)C tert-butyl (S)-4-((2-(2-(cyclopropylamino)-4-(methoxycarbonyl)phenyl)piperidin-1-yl)methyl)-5-methoxy-7-methyl-1H-indole-1-carboxylate